ClC1=CC=C(CN(C(=O)[C@H]2[C@@H](CCC2)[S@@](=O)(=N)C2=CC=C(C=C2)C)C2CCC(CC2)(F)F)C=C1 (1S,2R)-N-(4-chlorobenzyl)-N-(4,4-difluorocyclohexyl)-2-((S)-4-methylphenylsulfonimidoyl)cyclopentane-1-carboxamide